N-(1-acetylpyrrolidin-3-yl)-6-fluoro-4-(4-fluorophenyl)-3,4-dihydroquinoxaline-1(2H)-carboxamide C(C)(=O)N1CC(CC1)NC(=O)N1CCN(C2=CC(=CC=C12)F)C1=CC=C(C=C1)F